CC1(OB(OC1(C)C)C=1C=CC(=NC1)N1CCN(CC1)C(=O)OC(C)(C)C)C tert-butyl 4-[5-(4,4,5,5-tetramethyl-1,3,2-dioxaborolan-2-yl)-2-pyridinyl]tetrahydro-1(2H)-pyrazinecarboxylate